FC=1C=CC(=C(CN2C(C=3N(C[C@@H]2COC)C=C(C3)C3=NC(=NC=C3C(F)(F)F)NC3=CC=NN3C)=O)C1)CO (R)-2-(5-fluoro-2-(hydroxymethyl)benzyl)-3-(methoxymethyl)-7-(2-((1-methyl-1H-pyrazol-5-yl)amino)-5-(trifluoromethyl)pyrimidin-4-yl)-3,4-dihydropyrrolo[1,2-a]pyrazin-1(2H)-one